BrC1=NC=CC=2C1=NN(C2)CC=2N=C1N(C=C(C=C1)C1CC1)C2 7-bromo-2-((6-cyclopropylimidazo[1,2-a]pyridin-2-yl)methyl)-2H-pyrazolo[3,4-c]pyridine